(R)-6-(2-(ethoxymethoxy)-4-(prop-1-yn-1-yl)phenyl)-5-methyl-N-(1-methylpiperidin-3-yl)-1,2,4-triazin C(C)OCOC1=C(C=CC(=C1)C#CC)C1=C(N=CNN1[C@H]1CN(CCC1)C)C